C1(CC1)C=1C=C2C(=C(C(NC2=C2C=CC=NC12)=O)[N+]1=CC=CC=C1)C=1C2=CN(N=C2C(=CC1)F)C1OCCCC1 6-cyclopropyl-4-[7-fluoro-2-(oxan-2-yl)indazol-4-yl]-3-pyridin-1-ium-1-yl-1H-1,7-phenanthroline-2-one